CC(C)[Si]1(O[Si](O[Si](O[Si](O[Si](O1)(C(C)C)C(C)C)(C(C)C)C(C)C)(C(C)C)C(C)C)(C(C)C)C(C)C)C(C)C 2,2,4,4,6,6,8,8,10,10-decakis(1-methylethyl)cyclopentasiloxane